3-amino-1-(1-methyl-1H-1,2,3-triazol-4-yl)pyridin-2(1H)-one NC=1C(N(C=CC1)C=1N=NN(C1)C)=O